C(C)OC(C(C(C)=O)=CNC1=C(C(=C(C=C1)Cl)Br)F)=O 2-(((3-bromo-4-chloro-2-fluorophenyl)amino)methylene)-3-oxobutanoic acid ethyl ester